4-methoxy-2-methyl-[1,1'-biphenyl] COC1=CC(=C(C=C1)C1=CC=CC=C1)C